COCOC=1C=C(C2=C(C=CC=C2C1)C#C[Si](C(C)C)(C(C)C)C(C)C)N=C(C1=CC=CC=C1)C1=CC=CC=C1 N-[3-(methoxymethoxy)-8-(2-triisopropylsilylethynyl)-1-naphthyl]-1,1-diphenyl-methanimine